(±)-4-(4-((2,6-dioxopiperidin-3-yl)amino)pyridin-2-yl)piperazine-1-carboxylic acid tert-butyl ester C(C)(C)(C)OC(=O)N1CCN(CC1)C1=NC=CC(=C1)N[C@H]1C(NC(CC1)=O)=O |r|